tert-butyl ((1S)-(5-((((S)-2-amino-3,3,3-trifluoropropyl)amino)(cyclopropyl)methyl)-4-fluorobenzo[d]oxazol-2-yl)(4,4-difluorocyclohexyl)methyl)carbamate N[C@@H](CNC(C=1C=CC2=C(N=C(O2)[C@H](C2CCC(CC2)(F)F)NC(OC(C)(C)C)=O)C1F)C1CC1)C(F)(F)F